[Br-].[NH+]1=CC=CC=C1 R-pyridinium bromide